5-(2-isopropylphenyl)-2,3-dihydrospiro[inden-1,3'-pyrrolidin]-3-ol C(C)(C)C1=C(C=CC=C1)C=1C=C2C(CC3(CNCC3)C2=CC1)O